C(C)(C)(C)OC(=O)N1CCN(CC1)C1CCN(CC1)C1=C(C=C(C(=C1)OC1CC1)N)C1CC1 4-(1-(4-amino-5-cyclopropyloxy-2-cyclopropylphenyl)piperidin-4-yl)piperazine-1-carboxylic acid Tert-butyl ester